C(C1=CC=CC=C1)(=O)NNC(=O)C=1C(=CC=C2C=C(C(=NC12)OC)C(=O)OCC)C1CCC1 ethyl 8-[(2-benzoyldiazanyl)carbonyl]-7-cyclobutyl-2-methoxyquinoline-3-carboxylate